C(C)(C)(C)C1=[NH+]C(=CC=C1)C(C)(C)C 2,6-di-tert-butylpyridinium